N-(6-methylpyridin-2-yl)pivaloylamide CC1=CC=CC(=N1)[N-]C(C(C)(C)C)=O